2-bromo-6-phenyl-5H-imidazo[1,2-a]purin-9-one BrC1=NC=2N=C3N(C(C2N1)=O)C=C(N3)C3=CC=CC=C3